N=1C=NN2C1C=C(C=C2)OC2=C(C=C(C=C2)NC2=NC=NN1C2=C(C=C1)C1CN(CC1)C(\C=C\CN(C)C)=O)C (E)-1-(3-(4-((4-([1,2,4]triazolo[1,5-a]pyridin-7-yloxy)-3-methylphenyl)amino)-pyrrolo-[2,1-f][1,2,4]triazin-5-yl)pyrrolidin-1-yl)-4-(dimethylamino)but-2-en-1-one